methyl 3-(9-((4-(((tert-butoxycarbonyl)amino)methyl)-3-chlorophenyl)carbamoyl)-4,5-dihydrobenzo[b]thieno[2,3-d]oxepin-8-yl)-6-(propylcarbamoyl)picolinate C(C)(C)(C)OC(=O)NCC1=C(C=C(C=C1)NC(=O)C1=CC2=C(OCCC3=C2SC=C3)C=C1C=1C(=NC(=CC1)C(NCCC)=O)C(=O)OC)Cl